4-((2S,5R)-4-acryloyl-2,5-dimethylpiperazin-1-yl)-7-(2-amino-3-fluorophenyl)-1-(2-isopropyl-4-methylpyridin-3-yl)-2-oxo-1,2-dihydropyrido[2,3-d]pyrimidine-6-carbonitrile C(C=C)(=O)N1C[C@@H](N(C[C@H]1C)C=1C2=C(N(C(N1)=O)C=1C(=NC=CC1C)C(C)C)N=C(C(=C2)C#N)C2=C(C(=CC=C2)F)N)C